tris(1,3-dimethyl-3-t-butylperoxy-butoxy)vinylsilane CC(CC(C)(OOC(C)(C)C)C)OC(=C(OC(CC(C)(C)OOC(C)(C)C)C)OC(CC(C)(C)OOC(C)(C)C)C)[SiH3]